2-[(2R,5S)-5-methyl-2-[2-[rel-(4R)-1-methyl-2-oxo-4-piperidyl]-1,3-benzothiazol-5-yl]-1-piperidyl]-2-oxo-N-(1H-pyrazolo[4,3-c]pyridin-7-yl)acetamide C[C@H]1CC[C@@H](N(C1)C(C(=O)NC=1C2=C(C=NC1)C=NN2)=O)C=2C=CC1=C(N=C(S1)[C@H]1CC(N(CC1)C)=O)C2 |o1:29|